Lauroylsarcosine methyl-(Z)-tetracos-15-enoate CC(C(=O)O)CCCCCCCCCCCC\C=C/CCCCCCCC.C(CCCCCCCCCCC)(=O)N(C)CC(=O)O